C1(=CC=CC=C1)N1N=CC2=C1N=C(NC2=O)SCC=2OC1=C(N2)C=C(C=C1)C(F)(F)F 1-phenyl-6-(((5-(trifluoromethyl)benzo[d]oxazol-2-yl)methyl)thio)-1,5-dihydro-4H-pyrazolo[3,4-d]pyrimidin-4-one